methyl-(3-bis(trimethylsiloxy)silyl-propyl)ether COCCC[SiH](O[Si](C)(C)C)O[Si](C)(C)C